NC[C@H]1NC([C@H](SCC1)C1=CC(=CC=C1)N1C(CCC1)=O)=O (2R,5S)-5-(aminomethyl)-2-[3-(2-oxopyrrolidin-1-yl)phenyl]-1,4-thiazepan-3-one